BrC1=C(C(=CC=C1)Cl)NC(=O)C=1C(=NC(=NC1)NC=1C=NN(C1)[C@@H](CN(C(OC(C)(C)C)=O)C)C)OCC tert-butyl (R)-(2-(4-((5-((2-bromo-6-chlorophenyl)carbamoyl)-4-ethoxypyrimidin-2-yl)amino)-1H-pyrazol-1-yl)propyl)(methyl)carbamate